1,4-dimethylpyridinium p-toluenesulfonate CC1=CC=C(C=C1)S(=O)(=O)[O-].C[N+]1=CC=C(C=C1)C